tert-Butyl 2-(5-(2-chloro-6-cyano-4-(1-(4-hydroxyphenyl)-1-methyl-ethyl)phenoxy) pentoxy)acetate ClC1=C(OCCCCCOCC(=O)OC(C)(C)C)C(=CC(=C1)C(C)(C)C1=CC=C(C=C1)O)C#N